3-(4-methyl-1H-imidazol-1-yl)-5-nitrobenzyl methanesulfonate CS(=O)(=O)OCC1=CC(=CC(=C1)[N+](=O)[O-])N1C=NC(=C1)C